7-[(3R,4S)-4-[(4-chlorophenyl)(methyl)amino]-3-methylpiperidin-1-yl]-2,4-dimethyl-5-oxo-4H,5H-[1,3]thiazolo[5,4-b]pyridine-6-carbonitrile ClC1=CC=C(C=C1)N([C@@H]1[C@@H](CN(CC1)C=1C2=C(N(C(C1C#N)=O)C)SC(=N2)C)C)C